BrC1=CN=C(C(=N1)C(C(C(CC)=O)N1C(CN(CC1)C(=O)OC(C)(C)C)C)=O)NCC1=CC=C(C=C1)OC tert-butyl 4-(1-(6-bromo-3-((4-methoxybenzyl)amino)pyrazin-2-yl)-1,3-dioxopentan-2-yl)-3-methylpiperazine-1-carboxylate